ClC1=C(C(N(C(N1CC#CC1=CC(=CC=C1)O)=O)C)=O)NC(CCC1=CC=C(C=C1)C)=O N-(6-chloro-1-(3-(3-hydroxyphenyl)prop-2-yn-1-yl)-3-methyl-2,4-dioxo-1,2,3,4-tetrahydropyrimidin-5-yl)-3-(p-tolyl)propanamide